OC[C@]1(C=CCN1C(=O)OC(C)(C)C)C tert-butyl (5R)-5-(hydroxymethyl)-5-methyl-2H-pyrrole-1-carboxylate